(E)-8-dodecenylacetate C(CCCCCC\C=C\CCC)CC(=O)[O-]